The molecule is a beta-D-galactosyl-(1<->1')-N-acylsphinganine in which the acyl group specified is hexadecanoyl. It has a role as a mouse metabolite. It derives from a hexadecanoic acid. CCCCCCCCCCCCCCC[C@H]([C@H](CO[C@H]1[C@@H]([C@H]([C@H]([C@H](O1)CO)O)O)O)NC(=O)CCCCCCCCCCCCCCC)O